F[C@@]12[C@@H](CNCC1)CN(C2=O)C=2C=C(C(=O)O)C=CC2 3-((3aS,7aR)-7a-fluoro-1-oxooctahydro-2H-pyrrolo[3,4-c]pyridin-2-yl)benzoic acid